COC1=CC=C(C(=O)[C@](C(=O)O)(O)[C@H](O)C(=O)O)C=C1 p-methoxybenzoyl-D-tartaric acid